N3-cyclobutyl-N2-cyclopentyl-5-(3-methyl-1,2,4-oxadiazol-5-yl)pyridine-2,3-diamine C1(CCC1)NC=1C(=NC=C(C1)C1=NC(=NO1)C)NC1CCCC1